CCCCCCCCCC(=O)O The molecule is a C10, straight-chain saturated fatty acid. It has a role as an antibacterial agent, an anti-inflammatory agent, a human metabolite, a volatile oil component, a plant metabolite and an algal metabolite. It is a straight-chain saturated fatty acid and a medium-chain fatty acid. It is a conjugate acid of a decanoate. It derives from a hydride of a decane.